3-(methyl-(4-(5-(trifluoromethyl)-1,2,4-oxadiazol-3-yl)benzyl)amino)-4-(piperidin-1-yl)cyclobut-3-ene-1,2-dione CN(C=1C(C(C1N1CCCCC1)=O)=O)CC1=CC=C(C=C1)C1=NOC(=N1)C(F)(F)F